3-(3,5-dimethoxybenzylidene)-8-(4-fluorophenyl)-6-methylchroman-4-one COC=1C=C(C=C2COC3=C(C=C(C=C3C2=O)C)C2=CC=C(C=C2)F)C=C(C1)OC